Methyl (1R*,2S*)-2-((4-methyl-2-(((R)-6-oxohexan-2-yl)oxy)phenyl)thio)cyclopentane-1-carboxylate CC1=CC(=C(C=C1)S[C@@H]1[C@H](CCC1)C(=O)OC)O[C@H](C)CCCC=O |o1:8,9|